FC=1C(=C(C=O)C=CC1F)CBr 3,4-difluoro-2-bromomethylbenzaldehyde